(R)-N-(5-chloro-6-((R)-2,2-difluoro-1-hydroxyethyl)pyridin-3-yl)-2'-fluoro-6',7'-dihydrospiro[cyclobutane-1,8'-cyclopenta[e]pyrazolo[1,5-a]pyrimidine]-6'-carboxamide ClC=1C=C(C=NC1[C@H](C(F)F)O)NC(=O)[C@@H]1CC2(C3=C1C=NC=1N3N=C(C1)F)CCC2